ClC=1C(=NC(=NC1)NC=1C=CC2=C(COB2O)C1)S(=O)(=O)C 5-chloro-N-(1-hydroxy-3H-2,1-benzoxaborol-5-yl)-4-methylsulfonyl-pyrimidin-2-amine